N-dodecyl-N-hydroxyethyl-aniline C(CCCCCCCCCCC)N(C1=CC=CC=C1)CCO